5-(methyl-d3)isoxazol C(C1=CC=NO1)([2H])([2H])[2H]